C(C)OC(=O)C=1N(C=C(C1F)S(NC1C(CCC1)CO)(=O)=O)C 3-fluoro-4-(N-(2-(hydroxymethyl)cyclopentyl)sulfamoyl)-1-methyl-1H-pyrrole-2-carboxylic acid ethyl ester